(R)-(3,4-dichlorophenyl)(3-(3-cyclopropyl-1,2,4-thiadiazol-5-yl)-8-methyl-5,6-dihydro-[1,2,4]triazolo[4,3-a]pyrazin-7(8H)-yl)methanone ClC=1C=C(C=CC1Cl)C(=O)N1[C@@H](C=2N(CC1)C(=NN2)C2=NC(=NS2)C2CC2)C